CC1=CC=CC=C1SCCC(=O)O 3-(o-tolylthio)propionic acid